(±)-trans-4-(4-fluorophenyl)-3-[(biphenyl-3-yl)carbamoyl]pyrrolidine-1-carboxylic acid tert-butyl ester C(C)(C)(C)OC(=O)N1C[C@H]([C@@H](C1)C1=CC=C(C=C1)F)C(NC=1C=C(C=CC1)C1=CC=CC=C1)=O |r|